4'-iodo-adenosine triphosphate P(O)(=O)(OP(=O)(O)OP(=O)(O)O)OC[C@@]1([C@H]([C@H]([C@@H](O1)N1C=NC=2C(N)=NC=NC12)O)O)I